tert-butyl (R)-(2-methyl-5-(2-(2-methylpyrrolidin-1-yl)acetamido)pyridin-3-yl)carbamate CC1=NC=C(C=C1NC(OC(C)(C)C)=O)NC(CN1[C@@H](CCC1)C)=O